IC1=NN2C(N(CCC2)C2=NC(=NC=C2)NC2=CC(=CC=C2)N2CCOCC2)=C1 4-(2-iodo-6,7-dihydropyrazolo[1,5-a]pyrimidin-4(5H)-yl)-N-(3-morpholinophenyl)pyrimidin-2-amine